1-(4-(4-(4-fluorophenyl)-1H-1,2,3-triazol-1-yl)piperidin-1-yl)-2-(4-methyl-1,2,5-oxadiazol-3-yl)ethan-1-one FC1=CC=C(C=C1)C=1N=NN(C1)C1CCN(CC1)C(CC1=NON=C1C)=O